isopropyl 4-(5-bromothiazol-2-yl)piperidine-1-carboxylate BrC1=CN=C(S1)C1CCN(CC1)C(=O)OC(C)C